CC1=NC(=CC(=C1)B(O)O)C1=C(C(=C(C(=C1F)F)F)F)F 2-METHYL-6-(PERFLUOROPHENYL)PYRIDINE-4-BORONIC ACID